N1(C=NC=C1)C1=CC(=CC(=N1)C(=O)NC=1C=CC(=NC1)C(=O)OC)C methyl 5-(6-(1H-imidazol-1-yl)-4-methylpicolinamido)picolinate